1-[(2-hydroxy-5-nitrophenyl) azo]-2-naphthalenesulfonate OC1=C(C=C(C=C1)[N+](=O)[O-])N=NC1=C(C=CC2=CC=CC=C12)S(=O)(=O)[O-]